C(C)O[C@@H]1[C@H](C[C@@H](OC1)C(=O)N1[C@H](C2=CC=CC=C2CC1)C1=CC=C(C=C1)F)N(C(OC(C)(C)C)=O)CC tert-butyl ((2R,4S,5R)-5-ethoxy-2-((S)-1-(4-fluorophenyl)-1,2,3,4-tetrahydroisoquinoline-2-carbonyl)tetrahydro-2H-pyran-4-yl)(ethyl)carbamate